C1N(CC2=CC=CC=C12)CC=1OC=C(C(C1)=O)OCC(N1CCN(CC1)S(=O)(=O)C1=CC=C(C)C=C1)=O 2-(isoindolin-2-ylmethyl)-5-(2-oxo-2-(4-tosylpiperazin-1-yl)ethoxy)-4H-pyran-4-one